C(C)(C)(C)OC(CC1CCC(C=2C=CC=NC12)C(=O)OC)=O methyl 8-(2-(tert-butoxy)-2-oxoethyl)-5,6,7,8-tetrahydroquinoline-5-carboxylate